1-(3-(diethylamino)-propyl)-4-(2-methoxyphenyl)-1,4-dihydro-5H-tetrazole-5-thione C(C)N(CCCN1N=NN(C1=S)C1=C(C=CC=C1)OC)CC